C(#N)C(C(=O)NC1=C2C=CN(C2=CC=C1)C1=CC=NC=C1)=CC=1SC=CC1 4-(4-(2-cyano-3-(thiophen-2-yl)acrylamido)-1H-indol-1-yl)pyridin